4-(((5'-chloro-2'-((1-((3-(2,4-dioxotetrahydropyrimidin-1(2H)-yl)pyridin-4-yl)methyl)piperidin-4-yl)amino)-[2,4'-bipyridyl]-6-yl)amino)methyl)tetrahydro-2H-pyran-4-carbonitrile ClC=1C(=CC(=NC1)NC1CCN(CC1)CC1=C(C=NC=C1)N1C(NC(CC1)=O)=O)C1=NC(=CC=C1)NCC1(CCOCC1)C#N